3-hydroxy-2-(2,2,2-trifluoroethan-1-one-1-yl)-1H-pyrido[3,2,1-kl]phenoxazin OC1=C(CN2C3=C1C=CC=C3OC=3C=CC=CC23)C(C(F)(F)F)=O